COC=1N=C2C(=C3C(=NC2=CC1OC)CCCCC3)NC3CCN(CC3)C3COCC3 N-{2,3-dimethoxy-6H,7H,8H,9H,10H-cyclohepta[b]1,5-naphthyridin-11-yl}-1-(oxolan-3-yl)piperidin-4-amine